O1[C@H](N=CC=C1)C(=O)O (2S)-1,3-oxazine-2-carboxylic acid